(7S,13R)-9-(2,6-difluorophenyl)-3,7,13-trimethyl-16-thia-2,4,5,8-tetrazatetracyclo[8.6.0.02,6.011,15]hexadeca-1(10),3,5,8,11(15)-pentaene FC1=C(C(=CC=C1)F)C1=N[C@H](C2=NN=C(N2C=2SC=3C[C@@H](CC3C12)C)C)C